FC1=C(C(=CC2=C1N(N=N2)C)OC2=C(C=C(C=C2)NC=2C1=C(N=CN2)C=CC(=N1)N1C[C@H](N(CC1)C(C=C)=O)C)C)C (R)-1-(4-(4-((4-((7-fluoro-1,6-dimethyl-1H-benzo[d][1,2,3]triazol-5-yl)oxy)-3-methylphenyl)amino)pyrido[3,2-d]pyrimidin-6-yl)-2-methylpiperazin-1-yl)prop-2-en-1-one